(6-bromo-[1,2,4]triazolo[4,3-a]pyridin-3-yl)(4-(2-chloro-5-fluorophenyl)piperidin-1-yl)methanone BrC=1C=CC=2N(C1)C(=NN2)C(=O)N2CCC(CC2)C2=C(C=CC(=C2)F)Cl